N[C@H](C(=O)N[C@H](CCCCNC(CN1C(C=CC1=O)=O)=O)C(=O)O)CCN(C(CO)=O)[C@H](C(C)(C)C)C=1N(C=C(C1)C1=C(C=CC(=C1)F)F)CC1=CC=CC=C1 N2-{(2S)-2-Amino-4-[{(1R)-1-[1-benzyl-4-(2,5-difluorophenyl)-1H-pyrrol-2-yl]-2,2-dimethylpropyl}(glycoloyl)amino]butanoyl}-N6-[(2,5-dioxo-2,5-dihydro-1H-pyrrol-1-yl)acetyl]-D-lysin